O=C1NC2=C(N[C@H]1[C@H](NC(OC(C)(C)C)=O)C1=CC=CC=C1)N=CC=C2 tert-butyl N-[(R)-[(3S)-2-oxo-3,4-dihydro-1H-pyrido[2,3-b]pyrazin-3-yl]-phenyl-methyl]carbamate